FC=1C(=C(C=CC1)[C@@H]1N=C(NC(=C1C(=O)OCC)C)C=1SC=CN1)C (4S)-ethyl 4-(3-fluoro-2-methyl-phenyl)-6-methyl-2-thiazol-2-yl-1,4-dihydropyrimidine-5-carboxylate